ClC1=C(C=CC=C1Cl)SC=1C=2N(C(=NC1C)N1CCC3([C@@H]([C@@H](OC3)C)N)CC1)C=CN2 (3S,4S)-8-(8-((2,3-dichlorophenyl)thio)-7-methylimidazo[1,2-c]pyrimidin-5-yl)-3-methyl-2-oxa-8-azaspiro[4.5]decan-4-amine